CC1=CC=C2C(NC(=NC2=C1)CN(C)CC(=O)N(C)C1=C(C=CC=C1)Cl)=O 2-(N-((3,4-dihydro-7-methyl-4-oxoquinazolin-2-yl)methyl)-N-methylamino)-N-(2-chlorophenyl)-N-methylacetamide